C1=CC=CC2=C3CCCCC3=CC=C12 5,6,7,8-tetrahydrophenanthrene